CS(=O)(=N)C1=NC=CC(=C1)NC(=O)C1OC(CC1)C(F)(F)F N-[2-(methylsulfonimidoyl)-4-pyridyl]-5-(trifluoromethyl)tetrahydrofuran-2-carboxamide